The molecule is a methyl ketone that is acetone in which one of the hydrogens is replaced by a 1-methylpyrrolidin-2-yl group. It is a N-alkylpyrrolidine, a methyl ketone and a tertiary amino compound. CC(=O)CC1CCCN1C